COC1=C(C=CC(=N1)C1=CC=C(N=N1)NC1CCN(CC1)C(=O)OC(C)(C)C)C1=NN(N=C1)C Tert-butyl 4-({6-[6-methoxy-5-(2-methyl-1,2,3-triazol-4-yl)pyridin-2-yl]pyridazin-3-yl}amino)piperidine-1-carboxylate